BrCCCCOC1=CC(=C(C=C1)C1CCN(CC1)C1=CC(=C(C#N)C=C1)C(F)(F)F)C 4-(4-(4-(4-Bromobutoxy)-2-methylphenyl)piperidin-1-yl)-2-(trifluoromethyl)-benzonitrile